3-[5-(propan-2-yl)-1,3-thiazol-2-yl]-5-[(3R)-tetrahydrofuran-3-ylmethoxy]-N-{(1R)-1-[2-(trifluoromethyl)pyrimidin-5-yl]ethyl}benzamide CC(C)C1=CN=C(S1)C=1C=C(C(=O)N[C@H](C)C=2C=NC(=NC2)C(F)(F)F)C=C(C1)OC[C@H]1COCC1